C(C)(=O)OC1=C(C(=CC(=C1)C)C)C(CC(=O)SSC[C@H](NC(=O)OC(C)(C)C)C(=O)O)(C)C S-((3-(2-acetoxy-4,6-dimethylphenyl)-3-methylbutanoyl)thio)-N-(tert-butoxycarbonyl)-L-cysteine